2-[2-[4-chloro-2-[2-methyl-5-(oxan-4-yl)pyrazol-3-yl]oxyphenyl]pyrimidin-5-yl]ethanamine ClC1=CC(=C(C=C1)C1=NC=C(C=N1)CCN)OC=1N(N=C(C1)C1CCOCC1)C